N-Ethyl-3-(3-(2-fluorophenyl)-4-oxo-3,4-dihydrophthalazin-1-yl)benzenesulfonamide C(C)NS(=O)(=O)C1=CC(=CC=C1)C1=NN(C(C2=CC=CC=C12)=O)C1=C(C=CC=C1)F